ClC=1C=CC2=C(N=C(O2)N2CCC3(CC2)CCC(CC3)NC(=O)C3(CS(CC3)(=O)=O)C)C1 N-[3-(5-chloro-1,3-benzoxazol-2-yl)-3-azaspiro[5.5]undecan-9-yl]-3-methyl-1,1-dioxo-thiacyclopentane-3-carboxamide